2-(5-chloro-2,3-difluoro-4-(4-hydroxy-3-isopropylbenzyl)phenoxy)-N-methylacetamide ClC=1C(=C(C(=C(OCC(=O)NC)C1)F)F)CC1=CC(=C(C=C1)O)C(C)C